BrC1=CC=C(C=N1)OCCN1CCOCC1 (2-((6-bromopyridin-3-yl)oxy)ethyl)morpholine